C(C)(C)(C)OC(NS(NCC1=CC=C(C=C1)C1=NN(C(C2=CC=CC=C12)=O)C1=CC=CC=C1)(=O)=O)=O (N-(4-(4-oxo-3-phenyl-3,4-dihydrophthalazin-1-yl)benzyl)sulfamoyl)carbamic acid tert-butyl ester